FC1=CC=C2C(=NC=NC2=C1)NCCCCCN1C(NC2(C1=O)CCCC2)=O 3-(5-((7-Fluoroquinazolin-4-yl)amino)pentyl)-1,3-diazaspiro[4.4]nonane-2,4-dione